methyl α-fluoroacrylate FC(C(=O)OC)=C